2-Chloro-1-propyl-8-[6-(3-trifluoromethyl-benzylamino)-pyridin-3-yl]-1,7-dihydro-purin-6-one ClC=1N(C(C=2NC(=NC2N1)C=1C=NC(=CC1)NCC1=CC(=CC=C1)C(F)(F)F)=O)CCC